(2R,5S)-5-(4-Chlorobenzyl)-4-(4-(1,5-dimethyl-1H-pyrazol-3-yl)cyclohexyl)-2-((methylthio)methyl)morpholin ClC1=CC=C(C[C@H]2CO[C@H](CN2C2CCC(CC2)C2=NN(C(=C2)C)C)CSC)C=C1